Vinylmethylimidazolium Sulfate S(=O)(=O)([O-])[O-].C(=C)CC=1NC=C[NH+]1.C(=C)CC=1NC=C[NH+]1